8-Methyl-2-(pyridin-3-ylmethyl)-N-[(2S)-tetrahydrofuran-2-ylmethyl]-4,5-dihydro-2H-furo[2,3-g]indazol-7-carboxamid CC1=C(OC=2CCC3=CN(N=C3C21)CC=2C=NC=CC2)C(=O)NC[C@H]2OCCC2